C(C)(C)(C)OC(=O)N1C[C@@H](CCC1)NC(NCCCl)=O (3R)-3-{[(2-chloroethyl)carbamoyl]Amino}piperidine-1-carboxylic acid tert-butyl ester